C1(CC1)C=1C=CC(=NC1CC1=CC=C(C=C1)F)C(=O)NC(C(NCCOCCOCCOCCNC1=CC=C(C2=NON=C21)[N+](=O)[O-])=O)(CC)CC 5-Cyclopropyl-N-(14-ethyl-1-((7-nitrobenzo[c][1,2,5]oxadiazol-4-yl)amino)-13-oxo-3,6,9-trioxa-12-azahexadecan-14-yl)-6-(4-fluorobenzyl)picolinamide